C(C)(C)NC1=NC(=NC=C1CNC)SC N-isopropyl-5-((methylamino)methyl)-2-(methylsulfanyl)pyrimidin-4-amine